FC1=C(C=CC=C1)C(=O)N1CCCC2=CC=C(C=C12)N(C)CC1=CN=CN1 (2-fluorophenyl)-[7-[1H-imidazol-5-ylmethyl(methyl)amino]-3,4-dihydro-2H-quinolin-1-yl]methanone